C(#N)[C@H](C[C@@H]1C(NCCC1)=O)NC(=O)[C@@H]1N([C@H]2CC([C@@H]1CC2)(F)F)C([C@@H](CC(C)C)NC(C(F)(F)F)=O)=O (1R,3R,4R)-N-[(1S)-1-cyano-2-[(3R)-2-oxo-3-piperidyl]ethyl]-5,5-difluoro-2-[(2R)-4-methyl-2-[(2,2,2-trifluoroacetyl)amino]pentanoyl]-2-azabicyclo[2.2.2]octane-3-carboxamide